8-(4-fluoro-1H-indole-2-carbonyl)-N-((S)-4-fluoro-3-oxo-1-((S)-2-oxopyrrolidin-3-yl)butan-2-yl)-5-oxa-8-azaspiro[3.5]nonane-9-carboxamide FC1=C2C=C(NC2=CC=C1)C(=O)N1CCOC2(CCC2)C1C(=O)N[C@@H](C[C@H]1C(NCC1)=O)C(CF)=O